FC=1C=C2CC[C@](C2=CC1)(CC(C1C(NC(N(C1=O)C1CCOCC1)=O)=O)=O)N[S@@](=O)C(C)(C)C (S)-N-((1R)-5-fluoro-1-(2-oxo-2-(2,4,6-trioxo-1-(tetrahydro-2H-pyran-4-yl)hexahydropyrimidin-5-yl)ethyl)-2,3-dihydro-1H-inden-1-yl)-2-methylpropane-2-sulfinamide